C(C1=CC=CC=C1)OCC1CCC(CC1)C(=O)Cl 4-((Benzyloxy)methyl)cyclohexanecarbonyl chloride